C(C)(=O)C1=NN(C2=C(C=C(C=C12)C=1C=NC(=NC1)C)C(F)(F)F)CC(=O)OC(C)(C)C tert-Butyl 2-(3-acetyl-5-(2-methylpyrimidin-5-yl)-7-(trifluoromethyl)-1H-indazol-1-yl)acetate